C(C)(C)(C)OC(CCCC(=O)O)=O glutaric acid mono-tertiary butyl ester